ClC=1C=CC(=C(C1)C1=CC(N(C=C1OC)C(C(=O)O)CCOC)=O)N1N=NC(=C1)Cl 2-{4-[5-chloro-2-(4-chloro-1H-1,2,3-triazol-1-yl)phenyl]-5-methoxy-2-oxopyridin-1(2H)-yl}-4-methoxybutyric acid